(E)-3-(3-bromo-1H-1,2,4-Triazol-1-yl)-2-(pyrimidin-5-yl)acrylamide BrC1=NN(C=N1)/C=C(/C(=O)N)\C=1C=NC=NC1